(R)-N'-((2-cyclopropyl-3-methyl-6,7-dihydro-5H-cyclopenta[b]pyridin-4-yl)carbamoyl)-3-fluoro-5-(2-hydroxypropan-2-yl)thiophene-2-sulfonimidamide C1(CC1)C1=C(C(=C2C(=N1)CCC2)NC(=O)N=[S@](=O)(N)C=2SC(=CC2F)C(C)(C)O)C